C(C1=CC=CC=C1)OCC1=CC=C(C=C1)NC(C1=C(C=CC(=C1)C1=NC(=C(N=C1)Cl)NS(=O)(=O)C)OC)=O N-(4-((benzyloxy)methyl)phenyl)-5-(5-chloro-6-(methylsulfonamido)pyrazin-2-yl)-2-methoxybenzamide